[Si](C1=CC=CC=C1)(C1=CC=CC=C1)(C(C)(C)C)N=S(=O)(N)CCC(=O)OC Methyl 3-[(tert-butyldiphenylsilyl)-S-aminosulfonimidoyl]propanoate